COC1=C(C[Sn])C(=CC(=C1)OC)OC 2,4,6-trimethoxybenzyl-(Tin)